6-chloro-N-(2-(2-fluorophenyl)pyridin-4-yl)pyrimidin ClC1=CC=NCN1C1=CC(=NC=C1)C1=C(C=CC=C1)F